5-Piperidin-1-yl-pent-2-enoic acid [4-(3-chloro-4-fluoro-phenylamino)-7-methoxy-quinazolin-6-yl]-amide ClC=1C=C(C=CC1F)NC1=NC=NC2=CC(=C(C=C12)NC(C=CCCN1CCCCC1)=O)OC